O=C1NC(CC[C@H]1NC=1C=C(C=CC1)C#CCNC(C1=NC=C(C=C1C)C=1N=CC2=C(C=CC=C2C1)C1=CC2=C(N(C(N2C)=O)C)C(=C1)C(C)C)=O)=O (R)-N-(3-(3-((2,6-Dioxopiperidin-3-yl)amino)phenyl)prop-2-yn-1-yl)-5-(8-(7-isopropyl-1,3-dimethyl-2-oxo-2,3-dihydro-1H-benzo[d]imidazol-5-yl)isoquinolin-3-yl)-3-methylpicolinamide